1-(3-hydroxy-3-methyl-butyl)-3,3-dimethyl-6-nitro-indolin-2-one OC(CCN1C(C(C2=CC=C(C=C12)[N+](=O)[O-])(C)C)=O)(C)C